1-((2',6-bis(difluoromethyl)-[2,4'-bipyridyl]-5-yl)oxy)-2-methyl-3-(1-methylcyclopropyl)propane-2-amine FC(C1=NC=CC(=C1)C1=NC(=C(C=C1)OCC(CC1(CC1)C)(N)C)C(F)F)F